C1=CC(=CC=C1C2=CC=C(C=C2)O)O 4,4''-biphenyldiol